O=C1NC(CCC1N1C(C2=CC=C(C=C2C1=O)NCCOCCO)=O)=O 2-(2,6-dioxopiperidin-3-yl)-5-((2-(2-hydroxyethoxy)ethyl)amino)isoindoline-1,3-dione